oxygen-oxide O=O